11-azido-3,6,9-trioxaundecanoic acid N(=[N+]=[N-])CCOCCOCCOCC(=O)O